C[Si](O[Si](C)(C)CCCN1C(C=CC1=O)=O)(C)CCCN1C(C=CC1=O)=O (1,1,3,3-tetramethyldisiloxane-1,3-diyl)bis(propane-3,1-diyl)bis(1H-pyrrole-2,5-dione)